N1C=CC=2C1=NC=C(C2)OC2=C(C(=O)NS(=O)(=O)C1=CC3=C(NC=N3)C(=C1)[N+](=O)[O-])C=CC(=C2)N2CCN(CC2)CC2=C(CC1(CCC1)CC2)C2=CC=C(C=C2)Cl 2-((1H-pyrrolo[2,3-b]pyridin-5-yl)oxy)-4-(4-((6-(4-chlorophenyl)spiro[3.5]non-6-en-7-yl)methyl)piperazin-1-yl)-N-((7-nitro-1H-benzo[d]imidazol-5-yl)sulfonyl)benzamide